C(#N)C=1C=NN(C1)[C@H]1C[C@@H](N(CC1)CC1=C2C=CN(C2=C(C=C1OC)C)C(=O)OC(C)(C)C)C1=CC=C(C=C1)C(=O)OC |r| (±)-trans-tert-butyl 4-((4-(4-cyano-1H-pyrazol-1-yl)-2-(4-(methoxycarbonyl)phenyl)piperidin-1-yl)methyl)-5-methoxy-7-methyl-1H-indole-1-carboxylate